N(=C=S)CCCC 1-isothiocyanatobutane